N[C@H]1CS(C2=C(N(C1=O)CC1=CC=C(C=C1)C1=NC=C(C=C1)C(F)(F)F)C=C(C=C2)C=2OC(=NN2)C(C)(S(=O)(=O)C)C)(=O)=O (3R)-3-amino-7-[5-(1-methyl-1-methylsulfonyl-ethyl)-1,3,4-oxadiazol-2-yl]-1,1-dioxo-5-[[4-[5-(trifluoromethyl)-2-pyridinyl]phenyl]methyl]-2,3-dihydro-1λ6,5-benzothiazepine-4-One